4-(difluoromethyl)-α-fluoro-phenylacetic acid FC(C1=CC=C(C=C1)C(C(=O)O)F)F